(R)-cyclopropyl({[4-hydroxy-1-(8-methoxyquinazolin-4-yl)piperidin-4-yl]methyl})imino-λ6-sulfanone C1(CC1)S(=O)=NCC1(CCN(CC1)C1=NC=NC2=C(C=CC=C12)OC)O